CN1N=CC=C1COC=1C=NC=C(C1)B1OC(C(O1)(C)C)(C)C 3-[(1-methyl-1H-pyrazol-5-yl)methoxy]-5-(4,4,5,5-tetramethyl-1,3,2-dioxaborolan-2-yl)pyridin